6-(1-(1-(4-cyclopropylphenyl)ethyl)-4-(propane-1-yn-1-yl)-1H-indazole-7-carboxamido)spiro[3.3]heptane-2-carboxylic acid C1(CC1)C1=CC=C(C=C1)C(C)N1N=CC2=C(C=CC(=C12)C(=O)NC1CC2(CC(C2)C(=O)O)C1)C#CC